ClC1=NC(=CC(=C1)C1=NN(C=C1C1=NN=CN1C)CCC)Cl 2,6-Dichloro-4-(4-(4-methyl-4H-1,2,4-triazol-3-yl)-1-propyl-1H-pyrazol-3-yl)pyridine